C(C)OC(CCC(=O)C1=C(C=CC(=N1)C1=NC=CC=C1)O)=O 4-(5-Hydroxy-[2,2']bipyridinyl-6-yl)-4-oxo-butyric acid ethyl ester